methyl ((((2R,3S,5R)-5-(4-amino-5-fluoro-2-oxopyrimidin-1(2H)-yl)-2-(chloromethyl)-3-hydroxytetrahydrofuran-2-yl) methoxy) (phenoxy)phosphoryl)-L-alaninate NC1=NC(N(C=C1F)[C@H]1C[C@@H]([C@@](O1)(CCl)COP(=O)(OC1=CC=CC=C1)N[C@@H](C)C(=O)OC)O)=O